N-(3-acrylamido-2,4-difluorophenyl)-2-chloro-5-((1R,3R)-2,2-dichloro-3-(4-fluoro-3-(trifluoromethyl)phenyl)cyclopropane-1-carboxamido)benzamide C(C=C)(=O)NC=1C(=C(C=CC1F)NC(C1=C(C=CC(=C1)NC(=O)[C@@H]1C([C@H]1C1=CC(=C(C=C1)F)C(F)(F)F)(Cl)Cl)Cl)=O)F